C(C1=CC=CC=C1)(=O)CC(C1=CC=CC=C1)=O.[Zn] zinc dibenzoylmethane salt